2-{6-[(cyclobutylmethyl)(methyl)amino]-1H-pyrazolo[3,4-d]pyrimidin-1-yl}-N-([1,2,4]triazolo[1,5-a]pyridin-6-yl)acetamide C1(CCC1)CN(C1=NC=C2C(=N1)N(N=C2)CC(=O)NC=2C=CC=1N(C2)N=CN1)C